C1(CC1)C1=NC=NC(=C1C1=CNC(=C1)CC1=C(C=C(C=C1)N1N=C(C=C1C)C(F)(F)F)F)OC 3-(4-cyclopropyl-6-methoxypyrimidin-5-yl)5-(2-fluoro-4-(5-methyl-3-(trifluoromethyl)-1H-pyrazol-1-yl)benzyl)pyrrole